methyl 6-(5,6-dimethoxy-1H-benzo[d]imidazol-1-yl)-2-(piperidin-1-yl)nicotinate COC1=CC2=C(N(C=N2)C2=NC(=C(C(=O)OC)C=C2)N2CCCCC2)C=C1OC